C1(=CC=CC=C1)S(=O)(=O)N1C=CC2=CC(=CC=C12)C=1C=CC=2N(C1)C(=NN2)NC2=CC(=C(C(=C2)OC)OC)OC 6-(1-(phenylsulfonyl)-1H-indol-5-yl)-N-(3,4,5-trimethoxyphenyl)-[1,2,4]triazolo[4,3-a]pyridin-3-amine